C(C)(C)(C)OC(=O)N1C(CC2(CC1)OCC(C1=C2C=C(S1)C(F)(F)F)Br)C 7-bromo-2'-methyl-2-(trifluoromethyl)-spiro[6,7-dihydrothieno[3,2-c]pyran-4,4'-piperidine]-1'-carboxylic acid tert-butyl ester